FC1[C@H](CNC[C@H]1C)C (3S,4S,5R)-4-fluoro-3,5-dimethylpiperidine